C(C)OC(CCNC(=O)C1=NC(=CC2=CC=CC=C12)C1=CC=C(C=C1)OCC)OCC N-(3,3-diethoxypropyl)-3-(4-ethoxyphenyl)isoquinoline-1-carboxamide